2,2,2-trifluoro-1-[4-(4,4,5,5-tetramethyl-1,3,2-dioxaborolan-2-yl)phenyl]ethanol FC(C(O)C1=CC=C(C=C1)B1OC(C(O1)(C)C)(C)C)(F)F